4-(4-((1R,5S)-3,8-diazabicyclo[3.2.1]octan-3-yl)-8-fluoro-2-((1-(pyrrolidin-1-ylmethyl)cyclopropyl)methoxy)quinazolin-7-yl)-5,6-difluoronaphthalen-2-ol [C@H]12CN(C[C@H](CC1)N2)C2=NC(=NC1=C(C(=CC=C21)C2=CC(=CC1=CC=C(C(=C21)F)F)O)F)OCC2(CC2)CN2CCCC2